C(C)C1(C(C2=CC=C(C=C2C1)C1=CC=C(C=C1)OC(C)C)NC(O[C@@H]1CN2CCC1CC2)=O)CC (S)-quinuclidin-3-yl (2,2-diethyl-5-(4-isopropoxyphenyl)-2,3-dihydro-1H-inden-1-yl)carbamate